7-methoxy-3-[(4-methoxyphenyl)methoxy]-1-(4,4,4-trifluorobutyl)indazole COC=1C=CC=C2C(=NN(C12)CCCC(F)(F)F)OCC1=CC=C(C=C1)OC